NC1CN2C(OC1)=C(C=N2)S(=O)(N)=NC(NC2=C1CCCC1=CC=1CCCC21)=O 6-amino-N'-((1,2,3,5,6,7-hexahydro-s-indacen-4-yl)carbamoyl)-6,7-dihydro-5H-pyrazolo[5,1-b][1,3]oxazine-3-sulfonimidamide